C1(CC1)NC1CN(CC1)C=1N=NC(=CN1)C1=CC=C(C=2N=CSC21)C=2C=NNC2 N-cyclopropyl-1-[6-[4-(1H-pyrazol-4-yl)-1,3-benzothiazol-7-yl]-1,2,4-triazin-3-yl]pyrrolidin-3-amine